CN1N=C(C=C(C1=O)N1CCOCC1)C1=NNC=2C=CC3=C(C12)CCCO3 2-Methyl-4-morpholino-6-(3,7,8,9-tetrahydropyrano[3,2-e]indazol-1-yl)pyridazin-3(2H)-one